N-((1s,3s)-3-(6-((4-(4-(7-(azetidin-3-yl)-7-azaspiro[3.5]nonane-2-yl)piperazin-1-yl)phenyl)amino)-9H-purin-9-yl)cyclobutyl)-2-phenylacetamide hydrochloride Cl.N1CC(C1)N1CCC2(CC(C2)N2CCN(CC2)C2=CC=C(C=C2)NC2=C3N=CN(C3=NC=N2)C2CC(C2)NC(CC2=CC=CC=C2)=O)CC1